3-(5-((methyl(piperidin-4-yl)amino)methyl)-1-oxoisoindolin-2-yl)piperidine-2,6-dione CN(C1CCNCC1)CC=1C=C2CN(C(C2=CC1)=O)C1C(NC(CC1)=O)=O